FC=1C=CC2=C(OC(CN2)C)C1 7-fluoro-2-methyl-3,4-dihydro-2H-benzo[b][1,4]oxazine